3-(1-hydroxycyclopentyl)-1H-pyrazole OC1(CCCC1)C1=NNC=C1